C(C1=CC=CC=C1)OC(=O)N1C(C(C(C1)C)=O)CC1=C(C(=CC=C1)Br)F.[N+](=O)([O-])C=CC(C)=C Nitryl-Isopren Benzyl-2-[(3-bromo-2-fluoro-phenyl)methyl]-4-methyl-3-oxo-pyrrolidine-1-carboxylate